C(C)(=O)[O-].Cl(=O)O.[Na+] sodium chlorite acetate